tetrahydrofuran carbenium [CH3+].O1CCCC1